COC(=O)C1(CCC1)C1=C(C=NC2=CC=C(N=C12)OC)[N+](=O)[O-] 1-(6-methoxy-3-nitro-1,5-naphthyridin-4-yl)cyclobutane-1-carboxylic acid methyl ester